ClC1=C(C=CC(=C1)Cl)[C@@H](C)NC=1C=2C(N=C(N1)N1CCC(CC1)C1CN(CCC1)CCC(=O)O)=CN(N2)C 3-[1'-(7-{[(1R)-1-(2,4-dichlorophenyl)ethyl]amino}-2-methylpyrazolo[4,3-d]pyrimidin-5-yl)-[3,4'-bipiperidin]-1-yl]propanoic acid